C(#N)C(CNC=1C(=CC=C2C=CC(=CC12)C1=CC=CC(=N1)C(=O)NC1CCC(CC1)N(C)CCOC)OC)=C 6-{8-[(2-cyano-2-methylideneethyl)amino]-7-methoxynaphthalen-2-yl}-N-[(1s,4s)-4-[(2-methoxyethyl)(methyl)amino]cyclohexyl]pyridine-2-carboxamide